2-(4-cyclopropyl-6-methoxypyrimidin-5-yl)-5-cyclopropyl-8-(4-(1-methyl-4-(trifluoromethyl)-1H-imidazol-2-yl)benzyl)-7,8-dihydro-pteridin-6(5H)-one C1(CC1)C1=NC=NC(=C1C1=NC=2N(CC(N(C2C=N1)C1CC1)=O)CC1=CC=C(C=C1)C=1N(C=C(N1)C(F)(F)F)C)OC